titanium alloyl-carbon C(C=C)(=O)[C].[Ti]